N-(pyrimidin-2-yl)thiourea N1=C(N=CC=C1)NC(=S)N